C(=O)OCC[C@@H](CCC=C(C)C)C |r| (+-)-3,7-DIMETHYL-6-OCTENYL FORMATE